2-((5-(2H-1,2,3-triazol-2-yl)pyridin-2-yl)methyl)oxazole-4-carboxylic acid N=1N(N=CC1)C=1C=CC(=NC1)CC=1OC=C(N1)C(=O)O